ClC1=CC=C(OC=2C=CC(=C(C2)CO)N2C[C@H](CC2)OC2=NC=CC=C2Cl)C=C1 (S)-(5-(4-chlorophenoxy)-2-(3-(3-chloropyridin-2-yloxy)pyrrolidin-1-yl)phenyl)methanol